3-{4-[4-(4-chlorophenyl)piperazine-1-sulfonyl]phenyl}-1-(pyridin-3-ylmethyl)urea ClC1=CC=C(C=C1)N1CCN(CC1)S(=O)(=O)C1=CC=C(C=C1)NC(NCC=1C=NC=CC1)=O